4-fluoro-N-(3-(2-(methoxymethyl)morpholino)phenyl)-7-methyl-1H-indole FC1=C2C=CN(C2=C(C=C1)C)C1=CC(=CC=C1)N1CC(OCC1)COC